FC=1C=C(C=C(C1)C(F)(F)F)CC(=O)NN1C(=NC2=CC(=CC=C2C1=O)C(F)(F)F)N(C)CCOC 2-(3-Fluoro-5-trifluoromethyl-phenyl)-N-{2-[(2-methoxy-ethyl)-methyl-amino]-4-oxo-7-trifluoromethyl-4H-quinazolin-3-yl}-acetamide